N1=CC(=CC=C1)N1N=C2C=CC(=CC2=C1)C(=O)NNC(=O)OC methyl 2-[[2-(3-pyridinyl)-2H-indazol-5-yl]carbonyl]hydrazinecarboxylate